Tert-butyl 4-[(3S)-3-pyrimidin-5-ylisoxazolidine-2-carbonyl]piperidine-1-carboxylate N1=CN=CC(=C1)[C@H]1N(OCC1)C(=O)C1CCN(CC1)C(=O)OC(C)(C)C